ClC1=CC=C(C=C1)N1C(N(C(C1=O)CC(=O)NC1=CC=C(C=C1)F)CCC=1SC=CC1)=S 2-{1-(4-chlorophenyl)-5-oxo-3-[2-(2-thienyl)ethyl]-2-thioxo-4-imidazolidinyl}-N-(4-fluorophenyl)acetamide